ClC1=CNC2=C(C=CC(=C12)Cl)NS(=O)(=O)C1=CC=C(C=C1)S(=O)(=O)NC(CC(=O)N(C)C)C1=CC=CC=C1 3-((4-(N-(3,4-dichloro-1H-indol-7-yl)sulfamoyl)phenyl)sulfonamido)-N,N-dimethyl-3-phenylpropanamide